C1(CCCC1)N1C(C=CC2=C1N=C(N=C2)NC2CCN(CC2)S(=O)(=O)C2=CC=C(OC1CN(C1)CC=1C=C3C(N(C(C3=CC1)=O)C1C(NC(CC1)=O)=O)=O)C=C2)=O 5-((3-(4-((4-((8-cyclopentyl-7-oxo-7,8-dihydropyrido[2,3-d]pyrimidin-2-yl)amino)-piperidin-1-yl)sulfonyl)phenoxy)azetidin-1-yl)methyl)-2-(2,6-dioxopiperidin-3-yl)isoindoline-1,3-dione